3-(Tert-butyl)-1-(4-methoxyphenyl)-1H-pyrazol-5-amine C(C)(C)(C)C1=NN(C(=C1)N)C1=CC=C(C=C1)OC